N1CC(C1)N1N=CC(=C1)OC=1C=CC(=C(C1)C1=NN(C=C1NC(=O)C=1C=NN2C1N=CC=C2)C)OC(F)F N-[3-[5-[1-(azetidin-3-yl)pyrazol-4-yl]oxy-2-(difluoromethoxy)phenyl]-1-methyl-pyrazol-4-yl]pyrazolo[1,5-a]pyrimidine-3-carboxamide